FC(C(=O)O)(C(=O)NCCO)F 2,2-difluoro-3-((2-hydroxyethyl)amino)-3-oxopropanoic acid